BrC=1C=2N(C=C(C1)OC)N=C1C2C=NN1 4-bromo-6-methoxy-1H-pyrazolo[3',4':3,4]pyrazolo[1,5-a]pyridine